tert-Butyl (3R)-3-[[1-[2-(methoxymethoxy)-4-(trifluoromethyl)phenyl]pyrido[3,4-d]pyridazin-4-yl]amino]piperidine-1-carboxylate COCOC1=C(C=CC(=C1)C(F)(F)F)C1=C2C(=C(N=N1)N[C@H]1CN(CCC1)C(=O)OC(C)(C)C)C=NC=C2